C[C@@H](CC)NC([O-])=O N-[(2S)-butan-2-yl]carbamate